3-(2,4,6-trifluorophenoxy)azetidine-1-carboxylic acid tert-butyl ester C(C)(C)(C)OC(=O)N1CC(C1)OC1=C(C=C(C=C1F)F)F